5-fluoro-1-methyl-6-oxo-1,6-dihydropyridine FC1=CC=CN(C1=O)C